CN1N=C(C2=CC=C(C=C12)C1CCN(CC1)C[C@H]1[C@H](CNCC1)C(F)(F)F)C1C(NC(CC1)=O)=O 3-[1-methyl-6-[1-[[(3R,4R)-3-(trifluoromethyl)-4-piperidyl]methyl]-4-piperidyl]indazol-3-yl]piperidine-2,6-dione